3-chloro-6-(difluoromethoxy)pyridazine ClC=1N=NC(=CC1)OC(F)F